C(C)OC1=C(C=C(C=C1)OCC)N1C(C=2C(C(=O)N1)=CC=CC2)=O 2,5-diethoxyphenylphthalhydrazide